[(3S)-3-Hydroxybutyl]4-methylbenzene O[C@H](CCC1=CC=C(C=C1)C)C